C1(CC1)C=1N=NN(C1)[C@H](C(=O)N1[C@@H](C[C@H](C1)O)C(=O)N(C)C)C(C)C (2S,4R)-1-((S)-2-(4-cyclopropyl-1H-1,2,3-triazol-1-yl)-3-methylbutanoyl)-4-hydroxy-N,N-dimethylpyrrolidine-2-carboxamide